ClC1=CC2=C(C=N1)C(=NN2C2OCCCC2)NCC(C)(O)C 1-((6-chloro-1-(tetrahydro-2H-pyran-2-yl)-1H-pyrazolo[4,3-c]pyridin-3-yl)amino)-2-methylpropan-2-ol